N-(3-chlorobenzyl)-1-((3-((3-cyano-1-azetidinyl)sulfonyl)phenyl)carbonyl)-D-prolinamide ClC=1C=C(CNC([C@@H]2N(CCC2)C(=O)C2=CC(=CC=C2)S(=O)(=O)N2CC(C2)C#N)=O)C=CC1